FC1=C(C=CC=C1)C1=CC(=CN1)S(=O)(=O)NC1=NC=C(C=C1F)C(F)(F)F 5-(2-fluorophenyl)-N-[3-fluoro-5-(trifluoromethyl)-2-pyridyl]-1H-pyrrole-3-sulfonamide